C(C(C)C)C=1OC(=CN1)C=1C=CC(=NC1C1=CC=C2C=CC=NC2=C1)C#N 5-(2-Isobutyloxazol-5-yl)-6-(chinolin-7-yl)picolinonitril